ethyl (E)-3-(3-chlorophenyl)-2-fluorobut-2-enoate ClC=1C=C(C=CC1)/C(=C(\C(=O)OCC)/F)/C